Ethyl 2-(N-(4-((1-methoxy-2-oxo-1,2-dihydropyridin-3-yl)carbamoyl)-3-(6-azaspiro[2.5]octan-6-yl)phenyl)sulfamoyl)acetate CON1C(C(=CC=C1)NC(=O)C1=C(C=C(C=C1)NS(=O)(=O)CC(=O)OCC)N1CCC2(CC2)CC1)=O